FC1=CC(=CC2=CN(N=C12)C1CCNCC1)C1=CC2=C(N=C(O2)C)C(=C1)C 6-[7-fluoro-2-(4-piperidinyl)indazol-5-yl]-2,4-dimethyl-1,3-benzoxazole